(2,2,2-trifluoro-1-(4-fluorophenyl)ethyl)benzene-1,4-diamine FC(C(C1=CC=C(C=C1)F)C1=C(C=CC(=C1)N)N)(F)F